2,5-dioxaadipic acid diethyl ester C(C)OC(OCCOC(=O)OCC)=O